N-[3-[3-methyl-1-(4-methyl-1,2,4-triazol-3-yl)cyclobutyl]phenyl]-6,7-dihydro-5H-cyclopenta[b]pyridine-2-carboxamide CC1CC(C1)(C1=NN=CN1C)C=1C=C(C=CC1)NC(=O)C1=CC=C2C(=N1)CCC2